N-(3-((2-((3S,4R)-3-fluoro-4-methoxypiperidin-1-yl)pyrimidin-4-yl)amino)-5-isopropyl-8-((2R,3S)-2-methyl-3-((methylsulfonyl)methyl)azetidin-1-yl)isoquinolin-6-yl)acrylamide F[C@H]1CN(CC[C@H]1OC)C1=NC=CC(=N1)NC=1N=CC2=C(C=C(C(=C2C1)C(C)C)NC(C=C)=O)N1[C@@H]([C@H](C1)CS(=O)(=O)C)C